ClC1=C(OC=2C=C(C(=NC2)F)F)C(=CC(=C1)[N+](=O)[O-])Cl 5-(2,6-dichloro-4-nitrophenoxy)-2,3-difluoropyridine